CC1(OCC[C@@H](O1)CN1C(C2=C(C=NC=C2C=C1)F)=O)C (R)-2-((2,2-dimethyl-1,3-dioxan-4-yl)methyl)-8-fluoro-2,6-naphthyridin-1(2H)-one